C(C)C1=C(C=CC=C1)C1(N=C(C(=N1)C1=CC=CC=C1)C1=CC=CC=C1)C1(N=C(C(=N1)C1=CC=CC=C1)C1=CC=CC=C1)C1=C(C=CC=C1)CC 2,2'-bis(o-ethylphenyl)-4,4',5,5'-tetraphenyl-biimidazole